The molecule is a synthetic RNA fragment comprised of five adenosine, seven guanosine, five uridine and eight cytidine residues connected by 3'->5' phosphodiester linkages in the sequence A-A-G-U-C-U-C-C-A-C-U-C-G-A-G-U-G-U-C-C-G-A-G-C-G. C1=CN(C(=O)N=C1N)[C@H]2[C@@H]([C@@H]([C@H](O2)COP(=O)(O)O[C@@H]3[C@H](O[C@H]([C@@H]3O)N4C=CC(=O)NC4=O)COP(=O)(O)O[C@@H]5[C@H](O[C@H]([C@@H]5O)N6C=NC7=C6N=C(NC7=O)N)COP(=O)(O)O[C@@H]8[C@H](O[C@H]([C@@H]8O)N9C=NC1=C(N=CN=C19)N)COP(=O)(O)O[C@@H]1[C@H](O[C@H]([C@@H]1O)N1C=NC2=C(N=CN=C21)N)CO)OP(=O)(O)OC[C@@H]1[C@H]([C@H]([C@@H](O1)N1C=CC(=O)NC1=O)O)OP(=O)(O)OC[C@@H]1[C@H]([C@H]([C@@H](O1)N1C=CC(=NC1=O)N)O)OP(=O)(O)OC[C@@H]1[C@H]([C@H]([C@@H](O1)N1C=CC(=NC1=O)N)O)OP(=O)(O)OC[C@@H]1[C@H]([C@H]([C@@H](O1)N1C=NC2=C(N=CN=C21)N)O)OP(=O)(O)OC[C@@H]1[C@H]([C@H]([C@@H](O1)N1C=CC(=NC1=O)N)O)OP(=O)(O)OC[C@@H]1[C@H]([C@H]([C@@H](O1)N1C=CC(=O)NC1=O)O)OP(=O)(O)OC[C@@H]1[C@H]([C@H]([C@@H](O1)N1C=CC(=NC1=O)N)O)OP(=O)(O)OC[C@@H]1[C@H]([C@H]([C@@H](O1)N1C=NC2=C1N=C(NC2=O)N)O)OP(=O)(O)OC[C@@H]1[C@H]([C@H]([C@@H](O1)N1C=NC2=C(N=CN=C21)N)O)OP(=O)(O)OC[C@@H]1[C@H]([C@H]([C@@H](O1)N1C=NC2=C1N=C(NC2=O)N)O)OP(=O)(O)OC[C@@H]1[C@H]([C@H]([C@@H](O1)N1C=CC(=O)NC1=O)O)OP(=O)(O)OC[C@@H]1[C@H]([C@H]([C@@H](O1)N1C=NC2=C1N=C(NC2=O)N)O)OP(=O)(O)OC[C@@H]1[C@H]([C@H]([C@@H](O1)N1C=CC(=O)NC1=O)O)OP(=O)(O)OC[C@@H]1[C@H]([C@H]([C@@H](O1)N1C=CC(=NC1=O)N)O)OP(=O)(O)OC[C@@H]1[C@H]([C@H]([C@@H](O1)N1C=CC(=NC1=O)N)O)OP(=O)(O)OC[C@@H]1[C@H]([C@H]([C@@H](O1)N1C=NC2=C1N=C(NC2=O)N)O)OP(=O)(O)OC[C@@H]1[C@H]([C@H]([C@@H](O1)N1C=NC2=C(N=CN=C21)N)O)OP(=O)(O)OC[C@@H]1[C@H]([C@H]([C@@H](O1)N1C=NC2=C1N=C(NC2=O)N)O)OP(=O)(O)OC[C@@H]1[C@H]([C@H]([C@@H](O1)N1C=CC(=NC1=O)N)O)OP(=O)(O)OC[C@@H]1[C@H]([C@H]([C@@H](O1)N1C=NC2=C1N=C(NC2=O)N)O)O)O